Tert-Butyl N-methyl-N-(1-prop-2-ynyl-4-piperidyl)carbamate CN(C(OC(C)(C)C)=O)C1CCN(CC1)CC#C